CC1=CC=C(C=C1)S(=O)(=O)O.C(C1=CC=C(C(=O)O)C=C1)(=O)OCCOC ethylene glycol monomethyl ether terephthalate p-toluenesulfonate